C(C1=CC=CC=C1)SC=1C=C(C(=NC1)CN1C(=NC=2C=NC(=C(C21)C2=CC=CC=C2)C)C(F)F)F 1-((5-(benzylthio)-3-fluoropyridin-2-yl)methyl)-2-(difluoromethyl)-6-methyl-7-phenyl-1H-imidazo[4,5-c]pyridine